NC1=CC(=NN1)[C@H]1N(CCCC1)C(=O)OCCCC butyl (2S)-2-(5-amino-1H-pyrazol-3-yl)piperidine-1-carboxylate